NC(CC(CN)C)C 1,4-diamino-1,3-dimethylbutane